(-)-(4S)-3-[(2S)-2-[(1S)-1-ethoxycarbonyl-3-phenylpropyl]aminopropionyl]-1-methyl-2-oxoimidazoline-4-carboxylic acid C(C)OC(=O)[C@H](CCC1=CC=CC=C1)N[C@H](C(=O)N1C(N(C[C@H]1C(=O)O)C)=O)C